tert-butyl (1-(2-(3-cyano-6-(2-morpholinoethoxy)pyrazolo[1,5-a]pyridin-4-yl)pyrimidin-5-yl)-4-methylpiperidin-4-yl)carbamate C(#N)C=1C=NN2C1C(=CC(=C2)OCCN2CCOCC2)C2=NC=C(C=N2)N2CCC(CC2)(C)NC(OC(C)(C)C)=O